(1-methoxycyclobutyl)methanamine COC1(CCC1)CN